FC=1C=C(C#N)C=C(C1)[C@@H]1CC=NN1C(=O)N1CCN(CC1)C1=NC=C(C(=N1)C=1C=NNC1)F (S)-3-fluoro-5-(1-(4-(5-fluoro-4-(1H-pyrazol-4-yl)pyrimidin-2-yl)piperazine-1-carbonyl)-4,5-dihydro-1H-pyrazol-5-yl)benzonitrile